2-methyl-3-((2-morpholino-8-azaspiro[4.5]dec-8-yl)sulfonyl)-2,4,6,7-tetrahydropyrano[4,3-c]pyrazole CN1N=C2C(=C1S(=O)(=O)N1CCC3(CCC(C3)N3CCOCC3)CC1)COCC2